tert-butyl (1-(2,5-dimethoxy-4-(trifluoromethyl)phenyl)-3-methoxypropan-yl)carbamate COC1=C(C=C(C(=C1)C(F)(F)F)OC)C(CCOC)NC(OC(C)(C)C)=O